[Si](C)(C)(C(C)(C)C)OC[C@@H]1[C@H]([C@H]([C@@H](O1)N1C(NC(C=C1)=O)=O)OC)O 1-((2R,3R,4R,5R)-5-(((tert-butyldimethylsilyl)oxy)methyl)-4-hydroxy-3-methoxytetrahydrofuran-2-yl)pyrimidine-2,4(1H,3H)-dione